ClC1=C(C=CC=C1)NC(=O)C1=CC=C(C=C1)NC1=NC(=NC=C1F)NC1=CC=C(C(=O)NN2CCC(CC2)CCN2CCN(CC2)C2=CC(=C(C(=O)NC3C(NC(CC3)=O)=O)C=C2)F)C=C1 4-(4-(2-(1-(4-((4-((4-((2-chlorophenyl)carbamoyl)phenyl)amino)-5-fluoropyrimidin-2-yl)amino)benzamido)piperidin-4-yl)ethyl)piperazin-1-yl)-N-(2,6-dioxopiperidin-3-yl)-2-fluorobenzamide